2-(4-(2-oxo-2-(3-(trifluoromethyl)phenylamino)ethoxy)phenyl)adamantane O=C(COC1=CC=C(C=C1)C1C2CC3CC(CC1C3)C2)NC2=CC(=CC=C2)C(F)(F)F